ClC=1C2=C(N=CN1)N(C=C2I)CC(C)=O 1-(4-chloro-5-iodo-7H-pyrrolo[2,3-d]pyrimidin-7-yl)propan-2-one